5-(5-(3,5-dichloro-4-fluorophenyl)-5-(trifluoromethyl)-4,5-dihydroisoxazol-3-yl)-3-methyl-N-(prop-2-yn-1-yl)-5,6-dihydro-4H-thieno[2,3-c]pyrrole-2-carboxamide ClC=1C=C(C=C(C1F)Cl)C1(CC(=NO1)N1CC2=C(C1)C(=C(S2)C(=O)NCC#C)C)C(F)(F)F